O1CCC(CC1)C(=O)N1CCNCC1 4-(tetrahydro-2H-pyran-4-carbonyl)piperazin